COC(=O)C=1N(C2=CC(=CC=C2C1C=O)OCC1=CC=CC=C1)C 6-(benzyloxy)-3-formyl-1-methyl-1H-indole-2-carboxylic acid methyl ester